O=C1NC(CCC1NC1=CC(=C(C=C1)[C@H]1[C@@H](CN(CC1)C(=O)OC(C)(C)C)OC)F)=O tert-butyl (3S,4S)-4-[4-[(2,6-dioxo-3-piperidyl)amino]-2-fluoro-phenyl]-3-methoxy-piperidine-1-carboxylate